7-fluoro-1-methyl-2-(4-(methylsulfonyl)phenyl)-6-(1-(8-(tetrahydro-2H-pyran-4-yl)-8-azabicyclo[3.2.1]oct-3-yl)piperidin-4-yl)-1H-benzo[d]imidazole FC1=C(C=CC2=C1N(C(=N2)C2=CC=C(C=C2)S(=O)(=O)C)C)C2CCN(CC2)C2CC1CCC(C2)N1C1CCOCC1